Para-methyl-cinnamic acid CC1=CC=C(C=CC(=O)O)C=C1